FC=1C=C2C(C(=CNC2=C(C1F)F)C(=O)OCC)=O ethyl 6,7,8-trifluoro-1,4-dihydro-4-oxo-3-quinolinecarboxylate